COC=1C=C2CCN(CC2=CC1OC)C(/C=C/C1=CC(=C(OCCCC(=O)NO)C=C1)OC)=O (E)-4-(4-(3-(6,7-dimethoxy-3,4-dihydroisoquinolin-2(1H)-yl)-3-oxoprop-1-en-1-yl)-2-methoxyphenoxy)-N-hydroxybutyramide